(S or R)-2-(5-(2-(((R)-((R)-8-cyano-1,2,3,4-tetrahydroquinoxalin-2-yl)(phenyl)methyl)amino)ethyl)-2-methoxyphenyl)propanoic acid C(#N)C=1C=CC=C2NC[C@@H](NC12)[C@@H](C1=CC=CC=C1)NCCC=1C=CC(=C(C1)[C@@H](C(=O)O)C)OC |o1:28|